4-benzyloxy-5-[4-bromo-6,7-difluoro-1-(p-tolylsulfonyl)indol-5-yl]oxy-2-fluoro-benzonitrile C(C1=CC=CC=C1)OC1=CC(=C(C#N)C=C1OC=1C(=C2C=CN(C2=C(C1F)F)S(=O)(=O)C1=CC=C(C=C1)C)Br)F